C(C)OC1=C(C=C(C=C1C)C=1C=C2CC(C(C2=CC1F)NC(O[C@@H]1CN2CCC1CC2)=O)(C)C)C (S)-quinuclidin-3-yl (5-(4-ethoxy-3,5-dimethylphenyl)-6-fluoro-2,2-dimethyl-2,3-dihydro-1H-inden-1-yl)carbamat